(2R,5S)-4-(6-chloro-1-methyl-2-oxo-1,2-dihydropyrido[3,2-d]pyrimidin-4-yl)-5-methyl-2-propylpiperazine-1-carboxylic acid tert-butyl ester C(C)(C)(C)OC(=O)N1[C@@H](CN([C@H](C1)C)C=1C2=C(N(C(N1)=O)C)C=CC(=N2)Cl)CCC